3-(2-chloro-4-fluoro-phenyl)-2-cyclopropyl-propan-1-amine ClC1=C(C=CC(=C1)F)CC(CN)C1CC1